ClC1=C(C(=NC(=N1)Cl)Cl)OC trichloro-5-methoxypyrimidine